rac-3-(((4-methyl-7,10-dioxadispiro[2.2.46.23]dodecan-4-yl)methyl)amino)-4-nitrobenzonitrile C[C@@]1(C2(CC2)CCC2(C1)OCCO2)CNC=2C=C(C#N)C=CC2[N+](=O)[O-] |r|